Tert-butyl 4-(4-(3-(4-methoxybenzyl)-2,4-dioxotetrahydropyrimidin-1(2H)-yl)isoquinolin-7-yl)-5,6-dihydropyridine-1(2H)-carboxylate COC1=CC=C(CN2C(N(CCC2=O)C2=CN=CC3=CC(=CC=C23)C2=CCN(CC2)C(=O)OC(C)(C)C)=O)C=C1